N-(3-cyclopropyl-4-fluorophenyl)-5-(2-(((1r,4r)-4-hydroxy-1-methylcyclohexyl)amino)-2-oxoacetyl)-1,2,4-trimethyl-1H-pyrrole-3-carboxamide C1(CC1)C=1C=C(C=CC1F)NC(=O)C1=C(N(C(=C1C)C(C(=O)NC1(CCC(CC1)O)C)=O)C)C